4-[4-(2,4-dihydroxyphenyl)-6-(4-methoxyphenyl)-1,3,5-triazin-2-yl]Benzene-1,3-diol OC1=C(C=CC(=C1)O)C1=NC(=NC(=N1)C1=CC=C(C=C1)OC)C1=C(C=C(C=C1)O)O